N-[(3-chloro-4-fluorophenyl)-(5-methyl-4-methylsulfonyl-1H-imidazol-2-yl)methyl]-5-(trifluoromethyl)pyridin-3-amine ClC=1C=C(C=CC1F)C(NC=1C=NC=C(C1)C(F)(F)F)C=1NC(=C(N1)S(=O)(=O)C)C